C1(CC1)N1N=CC(=C1)C1=NC=CC(=N1)NC=1N=CC2=C(C=CC(=C2C1)C(C)C)N1CC(C1)C[N+](=O)[O-] N-(2-(1-Cyclopropyl-1H-pyrazol-4-yl)pyrimidin-4-yl)-5-isopropyl-8-(3-(nitromethyl)azetidin-1-yl)isoquinolin-3-amine